N4-(1-Methylpyrrolidin-3-yl)pyridine-3,4-diamine CN1CC(CC1)NC1=C(C=NC=C1)N